1-(4-((4-((2,4-dichlorobenzyl)amino)-7-methoxy-quinazolin-6-yl)oxy)piperidin-1-yl)prop-2-en-1-one ClC1=C(CNC2=NC=NC3=CC(=C(C=C23)OC2CCN(CC2)C(C=C)=O)OC)C=CC(=C1)Cl